C1(CCCC1)N1C(N(C=2C=NC(=CC21)NC2=C(C=C(C=C2)OC)C)C2CCCC2)=O 1,3-dicyclopentyl-6-((4-methoxy-2-methylphenyl)amino)-1,3-dihydro-2H-imidazo[4,5-c]Pyridin-2-one